N-[[4-[2-[[6-[2,6-difluoro-3-[[(3R)-3-fluoropyrrolidin-1-yl]sulfonylamino]phenyl]-8-methyl-7-oxopyrido[2,3-d]pyrimidin-2-yl]amino]ethyl]phenyl]methyl]acetamide FC1=C(C(=CC=C1NS(=O)(=O)N1C[C@@H](CC1)F)F)C1=CC2=C(N=C(N=C2)NCCC2=CC=C(C=C2)CNC(C)=O)N(C1=O)C